ditert-butoxyphosphoryloxypotassium C(C)(C)(C)OP(=O)(OC(C)(C)C)O[K]